CC1C(CN2[C@@H](CC[C@@H]12)CO)=C methyl-(5s,7as)-5-(hydroxymethyl)-2-methylenetetrahydro-1H-pyrrolizine